3,3-dimethylbutyric anhydride CC(CC(=O)OC(CC(C)(C)C)=O)(C)C